2-(4-fluorophenyl)-2-(4-piperidinyl)acetic acid FC1=CC=C(C=C1)C(C(=O)O)C1CCNCC1